3,3'-((((2-(3-(2-carboxy-2-(pyrrolidin-3-yl)ethyl)phenyl)-2-oxoethyl)azanediyl)bis(methylene))bis(3,1-phenylene))bis(2-(pyrrolidin-3-yl)propanoic acid) C(=O)(O)C(CC=1C=C(C=CC1)C(CN(CC=1C=C(C=CC1)CC(C(=O)O)C1CNCC1)CC=1C=C(C=CC1)CC(C(=O)O)C1CNCC1)=O)C1CNCC1